tert-butyl-(S*)-(3-amino-4,5,6,7-tetrahydro-2H-pyrazolo[4,3-c]pyridin-2-yl)(6-fluoro-8-methyl-1,2,3,4-tetrahydroquinolin-4-yl)methanone C(C)(C)(C)N1CC[C@@H](C2=CC(=CC(=C12)C)F)C(=O)N1N=C2C(CNCC2)=C1N |o1:7|